4-[3-(5-adamantan-1-yl-2,4-dimethoxyphenyl)-propyl]benzene-1,3-diol C12(CC3CC(CC(C1)C3)C2)C=2C(=CC(=C(C2)CCCC2=C(C=C(C=C2)O)O)OC)OC